benzyl (S)-4-{[(benzyloxy)carbonyl]amino}-5-[(4-{[(2S)-1,5-bis({2-[(α-D-mannopyranosyl)oxy]ethyl}amino)-1,5-dioxopentan-2-yl]amino}-4-oxobutyl) amino]-5-oxopentanoate C(C1=CC=CC=C1)OC(=O)N[C@@H](CCC(=O)OCC1=CC=CC=C1)C(=O)NCCCC(=O)N[C@H](C(=O)NCCO[C@@H]1[C@@H](O)[C@@H](O)[C@H](O)[C@H](O1)CO)CCC(=O)NCCO[C@@H]1[C@@H](O)[C@@H](O)[C@H](O)[C@H](O1)CO